BrC1=CC(=NC=C1C)\C=N/CC (Z)-1-(4-bromo-5-methylpyridin-2-yl)-N-ethylmethanimine